2-(((3,3-dibutyl-5-(4-fluorophenyl)-7-methylthio-1,1-dioxo-2,3,4,5-tetrahydrobenzo[b][1,4]thiazepin-8-yl)methyl)amino)acetic acid C(CCC)C1(CN(C2=C(S(C1)(=O)=O)C=C(C(=C2)SC)CNCC(=O)O)C2=CC=C(C=C2)F)CCCC